C(C=C)N1N=C(C=C1)C=1C(=C2C(C=C(NC2=CC1F)C=1C=C(C#N)C=CC1Cl)=O)F 3-(6-(1-allyl-1H-pyrazol-3-yl)-5,7-difluoro-4-oxo-1,4-dihydroquinolin-2-yl)-4-chlorobenzonitrile